OC(C)(C)C1=NC(=CC=C1O)C=1N=NN(C1COC1OCCCC1)C 2-(2-hydroxypropan-2-yl)-6-(1-methyl-5-(((tetrahydro-2H-pyran-2-yl)oxy)methyl)-1H-1,2,3-triazol-4-yl)pyridin-3-ol